1-Cyclopropyl-3-(3,5-dimethoxyphenyl)-1,3,4,7-tetrahydro-2H-pyrrolo[3',2':5,6]pyrido[4,3-d]pyrimidin-2-one C1(CC1)N1C(N(CC2=C1C1=C(N=C2)NC=C1)C1=CC(=CC(=C1)OC)OC)=O